1-(2-(methoxymethoxy)-4-(trifluoromethyl)phenyl)-4-(methylthio)pyrrolo[1,2-d][1,2,4]triazine COCOC1=C(C=CC(=C1)C(F)(F)F)C=1C=2N(C(=NN1)SC)C=CC2